(27Z,30Z)-17-((8Z,11Z)-heptadeca-8,11-dien-1-yl)-7,15,15-trimethyl-14,16,18-trioxa-7-aza-15-silahexatriaconta-27,30-diene-1,2,3,4,5-pentaol C(CCCCCC\C=C/C\C=C/CCCCC)C(O[Si](OCCCCCCN(CC(C(C(C(CO)O)O)O)O)C)(C)C)OCCCCCCCC\C=C/C\C=C/CCCCC